C(=O)(O)C=1C=C(C=CC1)S(=O)(=O)[O-].[Na+] Sodium 3-carboxybenzenesulfonate